ClC1=CC(=C(C=C1OCOC)B1OC(C(O1)(C)C)(C)C)F 2-[4-chloro-2-fluoro-5-(methoxymethoxy)phenyl]-4,4,5,5-tetramethyl-1,3,2-dioxaborolane